C(C=C)(=O)NC=1C=CC(=C(C(=O)O)C1)C(N(CC1=CC(=C(C=C1)C(F)(F)F)F)CC1=CC(=C(C=C1)C(F)(F)F)F)=O 5-acrylamido-2-(bis(3-fluoro-4-(trifluoromethyl)benzyl)carbamoyl)benzoic acid